1-((1r,3r)-3-((tert-butyldimethylsilyl)oxy)cyclobutyl)-3-methyl-5-(trifluoromethyl)-1H-pyrazole [Si](C)(C)(C(C)(C)C)OC1CC(C1)N1N=C(C=C1C(F)(F)F)C